trans-2-undecene-1,11-dicarboxylic acid C(\C=C\CCCCCCCCC(=O)O)C(=O)O